C(CCCCC)(=O)OCCCCCCCCCCCCCCCCCCCC icosanyl hexanoate